C1(CC1)C[C@@H](CN1C[C@]2(CC1)C(NC1=CC=CC=C12)=O)NC (3R,5'S)-1'-((S)-3-cyclopropyl-2-(methylamino)propyl)-2-oxospiro[indoline-3,3'-pyrrolidine]